N1C=CC2=NC=C(C=C12)NC1=NC(=NC=C1)NC1=CC(=C(C=C1)OC1CC(C1)N(C)C)OC 4-(1H-1,4-diazainden-6-ylamino)-2-{3-methoxy-4-[(1s,3s)-3-(dimethylamino)cyclobutoxy]phenylamino}pyrimidine